(cis)-benzyl 5-((3-(tert-butoxy)-2,2-dimethyl-3-oxopropyl) carbamoyl)-3,3-difluorohexahydropyrrolo[3,4-b]pyrrole-1(2H)-carboxylate C(C)(C)(C)OC(C(CNC(=O)N1C[C@@H]2N(CC([C@@H]2C1)(F)F)C(=O)OCC1=CC=CC=C1)(C)C)=O